formamidine lead iodine chloride salt ICl.[Pb+2].C(=N)[NH-].C(=N)[NH-]